2-methylpropan-2-yl (4R)-4-ethynyl-2,2-dimethyl-1,3-oxazolidine-3-carboxylate C(#C)[C@H]1N(C(OC1)(C)C)C(=O)OC(C)(C)C